C1(=CC=CC=C1)[C@@H]1CCC=2N1N=C(N2)C(=O)N[C@@H]2C(N(C=1N(CC2)N=C(C1)C)C)=O |&1:6| (SR)-5-phenyl-N-[(6S)-2,4-dimethyl-5-oxo-7,8-dihydro-6H-pyrazolo[1,5-a][1,3]diazepin-6-yl]-6,7-dihydro-5H-pyrrolo[1,2-b][1,2,4]triazole-2-carboxamide